5-(1H-imidazol-1-yl)-N-(4-oxocyclohexyl)-1H-pyrazolo[3,4-c]pyridine-7-carboxamide N1(C=NC=C1)C=1C=C2C(=C(N1)C(=O)NC1CCC(CC1)=O)NN=C2